CN1CC(OCC1)C(C)OC=1C=NC=CC1C#N 3-({1-[4-methylmorpholin-2-yl]ethyl}oxy)pyridine-4-carbonitrile